(R)-5-chloro-2-((1-(3-cyano-2-(4,4-difluoropiperidin-1-yl)-7-methyl-4-oxo-4H-pyrido[1,2-a]pyrimidin-9-yl)ethyl)amino)benzoic acid ClC=1C=CC(=C(C(=O)O)C1)N[C@H](C)C1=CC(=CN2C1=NC(=C(C2=O)C#N)N2CCC(CC2)(F)F)C